(7R,8R)-7-((S)-5H-imidazo[5,1-a]isoindol-5-yl)-5,6,7,8-tetrahydroimidazo[1,5-a]pyridin-8-ol C=1N=CN2C1C1=CC=CC=C1[C@@H]2[C@@H]2[C@H](C=1N(CC2)C=NC1)O